(S)-(2-(6-(2-ethyl-5-fluoro-4-hydroxyphenyl)-1H-pyrazolo[3,4-b]pyridin-3-yl)-4,6-Dihydropyrrolo[3,4-d]imidazol-5(1H)-yl)(3-hydroxypyrrolidin-1-yl)methanone C(C)C1=C(C=C(C(=C1)O)F)C1=CC=C2C(=N1)NN=C2C2=NC1=C(N2)CN(C1)C(=O)N1C[C@H](CC1)O